tert-butyl 3-[5-[2-[[tert-butyl(dimethyl)silyl]oxymethyl]thieno[3,2-b]pyridin-7-yl]-7-chloro-2,3-dihydro-1,4-benzoxazin-4-yl]azetidine-1-carboxylate [Si](C)(C)(C(C)(C)C)OCC1=CC2=NC=CC(=C2S1)C1=CC(=CC2=C1N(CCO2)C2CN(C2)C(=O)OC(C)(C)C)Cl